2-[6-(1,2,3,4-Tetrahydro-acridin-9-ylamino)-hexylamino]-indan-1,3-dione C1CCCC2=NC3=CC=CC=C3C(=C12)NCCCCCCNC1C(C2=CC=CC=C2C1=O)=O